3-[4-(2-methoxypyrimidin-5-yl)cyclohexyl]-1,2-oxazol COC1=NC=C(C=N1)C1CCC(CC1)C1=NOC=C1